(±)-tert-butyl 3-((trans)-2-cyanocyclopropanecarboxamido)-6-(8-methylpyrido[3,2-b]pyrazin-7-yl)isoquinolin-8-ylcarbamate C(#N)[C@H]1[C@@H](C1)C(=O)NC=1N=CC2=C(C=C(C=C2C1)C1=C(C2=NC=CN=C2N=C1)C)NC(OC(C)(C)C)=O |r|